sodium thymol salt C1=C(C)C=CC(C(C)C)=C1O.[Na]